(1R,2S,5S)-N-((S)-1-cyano-2-((S)-2-oxopyrrolidin-3-yl)ethyl)-3-(3-(3,5-difluorophenyl)propanoyl)-6,6-dimethyl-3-azabicyclo[3.1.0]hexane-2-carboxamide C(#N)[C@H](C[C@H]1C(NCC1)=O)NC(=O)[C@@H]1[C@H]2C([C@H]2CN1C(CCC1=CC(=CC(=C1)F)F)=O)(C)C